1-(2-methoxy-8-quinolinyl)ethanone oxime COC1=NC2=C(C=CC=C2C=C1)C(C)=NO